4-((2-(3-methoxy-1,2,4-oxadiazol-5-yl)ethyl)amino)-4-oxobutanoic acid tert-butyl ester C(C)(C)(C)OC(CCC(=O)NCCC1=NC(=NO1)OC)=O